C(C=C)NC(CC(=O)NCC=C)=O N,N'-diallyl-malonamide